(R)-N-(5,5-dimethylpiperidin-3-yl)-6,7-dimethoxy-2,3-dihydro-1H-cyclopenta[b]quinolin-9-amine CC1(C[C@H](CNC1)NC1=C2C(=NC=3C=C(C(=CC13)OC)OC)CCC2)C